3-bromo-N-(4-(phenylsulfonyl)phenyl)benzamide BrC=1C=C(C(=O)NC2=CC=C(C=C2)S(=O)(=O)C2=CC=CC=C2)C=CC1